3-(tert-butyl)pyrazin-2(1H)-one C(C)(C)(C)C=1C(NC=CN1)=O